iron-silicon sulfate S(=O)(=O)([O-])[O-].[Si+4].[Fe+2].S(=O)(=O)([O-])[O-].S(=O)(=O)([O-])[O-]